5-[3-(3-Fluorophenyl)ureido]-1-(2-hydroxypropyl)-1H-pyrazole-4-carboxylic acid ethyl ester C(C)OC(=O)C=1C=NN(C1NC(=O)NC1=CC(=CC=C1)F)CC(C)O